3α-hydroxy-7β-(4-phenyl-1,2,3-triazol-1-yl)-5β-cholanoate O[C@H]1C[C@H]2C[C@@H]([C@H]3[C@@H]4CC[C@H]([C@@H](CCC(=O)[O-])C)[C@]4(CC[C@@H]3[C@]2(CC1)C)C)N1N=NC(=C1)C1=CC=CC=C1